cis-3-(4-chlorophenyl)-N-((4,4-difluoropiperidin-1-yl)sulfonyl)-5-methyl-4-phenyl-4,5-dihydro-1H-pyrazole-1-carboxamide ClC1=CC=C(C=C1)C1=NN([C@@H]([C@@H]1C1=CC=CC=C1)C)C(=O)NS(=O)(=O)N1CCC(CC1)(F)F